C(CC)NCCC.C(C=C)(=O)O acrylate compound with dipropylamine